4-[6-[[6-[(1R)-1-hydroxyethyl]-8-piperidin-1-ylpyrido[3,4-d]pyrimidin-2-yl]amino]pyridin-3-yl]-1-methyl-1,4-diazepan-5-one O[C@H](C)C1=CC2=C(N=C(N=C2)NC2=CC=C(C=N2)N2CCN(CCC2=O)C)C(=N1)N1CCCCC1